3-(4,4-difluoropiperidin-1-yl)-5-nitro-1-(tetrahydro-2H-pyran-2-yl)-1H-indazole FC1(CCN(CC1)C1=NN(C2=CC=C(C=C12)[N+](=O)[O-])C1OCCCC1)F